C(=O)C1=C(C=C(C=C1O)C1=C(C=CC(=C1)C)S(=O)(=O)[O-])C1=C(C=CC(=C1)C)S(=O)(=O)[O-] 4-formyl-5-hydroxy-1,3-phenylenebis(4-methylbenzenesulfonate)